(R)-2-(6-(5-chloropyrimidin-2-yl)-2-azaspiro[3.3]hept-2-yl)-4-((1-(hydroxymethyl)cyclobutyl-2,2,3,3,4,4-d6)amino)-6,7-dihydrothieno[3,2-d]pyrimidine-5-oxide ClC=1C=NC(=NC1)C1CC2(CN(C2)C=2N=C(C3=C(N2)CC[S@]3=O)NC3(C(C(C3([2H])[2H])([2H])[2H])([2H])[2H])CO)C1